5-fluoro-N-(1-(methylsulfonyl)piperidin-4-yl)-4-(2-(oxetan-3-yl)-4-(trifluoromethyl)thiazol-5-yl)pyrimidin-2-amine FC=1C(=NC(=NC1)NC1CCN(CC1)S(=O)(=O)C)C1=C(N=C(S1)C1COC1)C(F)(F)F